8-fluoro-2-(((2R,7aS)-2-fluorohexahydro-1H-pyrrolizin-7a-yl)methoxy-4-(((4-methyl-1H-pyrazol-3-yl)methyl)amino)pyrido[4,3-d]pyrimidin-7-yl)naphthalen-2-ol FC=1C=CC=C2C=CC(CC12)(O)C1=CC=2N=C(N=C(C2C=N1)NCC1=NNC=C1C)OC[C@]12CCCN2C[C@@H](C1)F